C(#N)[C@H]1N(CSC1)C(CNC(=O)C1=CC=NC2=CC=C(C=C12)N1C[C@H]2C([C@H]2C1)C(F)(F)F)=O N-(2-((R)-4-Cyanothiazolidin-3-yl)-2-oxoethyl)-6-((1R,5S,6R)-6-(trifluoromethyl)-3-azabicyclo[3.1.0]hexan-3-yl)quinoline-4-carboxamide